O=C1C2CN(CC1CC2)C(=O)N2CC1=C(C=C(C=C1CC2)Cl)[C@H]2NCCOC2 (3R)-3-(2-(8-Oxo-3-azabicyclo[3.2.1]octane-3-carbonyl)-6-chloro-1,2,3,4-tetrahydroisoquinolin-8-yl)morpholine